BrC=1C=C(C=C(C1)C=1C=NN(C1)C)[C@@H](C)NC(C1=C(C=CC(=C1)N1CCN(CC1)C)C)=O (R)-N-(1-(3-bromo-5-(1-methyl-1H-pyrazol-4-yl)phenyl)ethyl)-2-methyl-5-(4-methylpiperazin-1-yl)benzamide